CN(CCN)CCNCCNCCN 4-methyltetraethylenepentamine